FC(C(=O)O)(F)F.ClC1=CC=C(C[C@@H]2N(C[C@@H]3COCCN3C2)C2CCC(CC2)C2=NN(C(=C2)C)C)C=C1 (7S,9aR)-7-(4-chlorobenzyl)-8-(4-(1,5-dimethyl-1H-pyrazol-3-yl)cyclohexyl)octahydro-pyrazino[2,1-c][1,4]oxazine 2,2,2-trifluoroacetate